3,3'-(2,7-dibromo-9H-fluorene-9,9-diyl)bis(N,N-dimethylpropan-1-amine) BrC1=CC=2C(C3=CC(=CC=C3C2C=C1)Br)(CCCN(C)C)CCCN(C)C